CC1(C(N(C=2C=CC3=C(C12)C=CC=C3)CCCCS(=O)(=O)O)=O)C 1,2-dihydro-1,1-dimethyl-2-oxo-3H-benzo[e]indole-3-butanesulfonic acid